1-(7-((2-((2-Methoxy-4-morpholinophenyl)amino)pyridin-4-yl)amino)indolin-1-yl)ethan-1-one COC1=C(C=CC(=C1)N1CCOCC1)NC1=NC=CC(=C1)NC=1C=CC=C2CCN(C12)C(C)=O